C1(CC1)C1=C(C=NN1C)C(=O)N1[C@H]2CC=3C(=NN(C3C3=CC(=CC(=C3)C)F)C)[C@@H]1CC2 (5-Cyclopropyl-1-methyl-1H-pyrazol-4-yl)((5R,8S)-3-(3-fluoro-5-methylphenyl)-2-methyl-2,4,5,6,7,8-hexahydro-5,8-epiminocyclohepta[c]pyrazol-9-yl)methanone